F[P-](F)(F)(F)(F)F.Cl.FC1N(C=CN1C)C 2-fluoro-1,3-dimethyl-imidazole hydrochloride hexafluorophosphate